potassium (2-bromo-6-fluorophenyl)trifluoroborate BrC1=C(C(=CC=C1)F)[B-](F)(F)F.[K+]